BrC1C(C(C(C(C1)Br)Br)Br)Br 1,2,3,4,5-pentabromocyclohexane